CN(C(CN1N=CC(=C1)C1=C2C(=NC=C1)N(N=C2CNC(C=C)=O)C2=CC=C(C=C2)OC(F)(F)F)=O)C N-((4-(1-(2-(dimethylamino)-2-oxoethyl)-1H-pyrazol-4-yl)-1-(4-(trifluoromethoxy)phenyl)-1H-pyrazolo[3,4-b]pyridin-3-yl)methyl)acrylamide